N1C=NC=C2C1=NC=C2C(=O)O pyrrolo[2,3-d]pyrimidine-5-carboxylic acid